ClC=1C=C(C=C(C1)CCOCCOCCOCCOCCOCCOCC=O)NC(=O)NCC=1C=C2CN(C(C2=CC1)=O)C1C(NC(CC1)=O)=O 1-[3-chloro-5-[2-[2-[2-[2-[2-[2-(2-oxoethoxy)ethoxy]ethoxy]ethoxy]ethoxy]ethoxy]ethyl]-phenyl]-3-[[2-(2,6-dioxo-3-piperidyl)-1-oxo-isoindolin-5-yl]methyl]urea